2-(methylthio)phenol CSC1=C(C=CC=C1)O